4-Fluoro-N-phenyl-N-(2-(4-(thiophen-2-ylmethyl)piperazin-1-yl)ethyl)benzamide FC1=CC=C(C(=O)N(CCN2CCN(CC2)CC=2SC=CC2)C2=CC=CC=C2)C=C1